2-(((1r,4r)-4-((3-(3-chloro-2-fluorophenyl)-3-phenylureido)methyl)cyclohexyl)methoxy)acetic acid ClC=1C(=C(C=CC1)N(C(NCC1CCC(CC1)COCC(=O)O)=O)C1=CC=CC=C1)F